(R)-2-((8-(2-chloro-4-(pyrrolidin-2-ylmethoxy)phenyl)-6-(1-methylcyclopropoxy)-9H-purin-9-yl)methyl)-5-methylthiazole ClC1=C(C=CC(=C1)OC[C@@H]1NCCC1)C=1N(C2=NC=NC(=C2N1)OC1(CC1)C)CC=1SC(=CN1)C